(3S)-3-{4-[7-(amino-carbonyl)-2H-indazol-2-yl]phenyl}piperidinium p-toluenesulfonate monohydrate O.CC1=CC=C(C=C1)S(=O)(=O)[O-].NC(=O)C1=CC=CC2=CN(N=C12)C1=CC=C(C=C1)[C@H]1C[NH2+]CCC1